dimethylmorpholine CC1CNCC(O1)C